N1N=CC(=C1)C=1N=C(C2=C(N1)C=NC=C2)NC2(CC2)C(F)(F)F 2-(1H-pyrazol-4-yl)-N-[1-(trifluoromethyl)cyclopropyl]Pyrido[3,4-d]Pyrimidin-4-amine